(4-(3,3-didecyl-3,4-dihydro-2H-thieno[3,4-b][1,4]dioxepin-6-yl)phenyl)amine C(CCCCCCCCC)C1(COC=2C(OC1)=CSC2C2=CC=C(C=C2)N)CCCCCCCCCC